C1(CC1)CN1C[C@H](N(CC1)CC1=C2C=CNC2=C(C=C1OC)C)C1=CC=C(C(=O)O)C=C1 |r| (±)-4-(4-(cyclopropylmethyl)-1-((5-methoxy-7-methyl-1H-indol-4-yl)methyl)piperazin-2-yl)benzoic acid